N-(4-difluoromethoxyphenyl)-propionamide FC(OC1=CC=C(C=C1)NC(CC)=O)F